O=C(CNS(=O)(=O)C)N1CC2=CC=CC(=C2CC1)OC1=CC=C(C=C1)C(F)(F)F N-(2-oxo-2-(5-(4-(trifluoromethyl)phenoxy)-3,4-dihydroisoquinolin-2(1H)-yl)ethyl)meth-anesulfonamide